CN(C(CNC(=O)N1CCCC2=CC(=CC=C12)O)C1=CSC=C1)C 6-hydroxy-3,4-dihydro-2H-quinoline-1-carboxylic acid (2-dimethylamino-2-thiophen-3-yl-ethyl)-amide